C1(=CC=CC=C1)NCCNC1=CC=CC=C1 1,2-diphenylaminoethane